FC1=CC=C(C=C1)N(C(=O)[C@H]1N(C(NC1)=O)C1=NC(=CC(=C1)C(F)(F)F)C)CC#CC=1C=CC(=NC1)C(=O)NC (S)-5-(3-(N-(4-fluorophenyl)-3-(6-methyl-4-(trifluoromethyl)pyridin-2-yl)-2-oxoimidazolidine-4-carboxamido)prop-1-yn-1-yl)-N-methylpicolinamide